ClC=1C=CC(=C(C1)C1=NN(C=C1NC(=O)C1=CN=C2N1N=CC=C2)C)OC(F)F N-[3-[5-chloro-2-(difluoromethoxy)phenyl]-1-methyl-pyrazol-4-yl]imidazo[1,2-b]pyridazine-3-carboxamide